N-(3-methyl-4-((1-methyl-1H-benzo[d]imidazol-5-yl)methyl)phenyl)-6-(piperazin-1-yl)pyrido[3,2-d]pyrimidin-4-amine hydrochloride Cl.CC=1C=C(C=CC1CC1=CC2=C(N(C=N2)C)C=C1)NC=1C2=C(N=CN1)C=CC(=N2)N2CCNCC2